C[C@@]1(C(NC[C@@H]1C)=O)[C@H](C)C1=CC=C(C=O)C=C1 4-[(1R)-1-[(3R,4R)-3,4-dimethyl-2-oxo-pyrrolidin-3-yl]ethyl]benzaldehyde